BrC/C=C/C(=O)NC=1C=C2C(=NC=NC2=CC1OC)NC1=C(C=CC(=C1)C=1OC=CC1)OC (E)-4-bromo-N-(4-((5-(furan-2-yl)-2-methoxyphenyl)amino)-7-methoxyquinazolin-6-yl)but-2-enamide